(6S)-6-{[7-bromo-2-(4-methoxyphenyl)[1,2,4]triazolo[1,5-c]quinazolin-5-yl]amino}-1,4-diazepin-5-one BrC1=CC=CC=2C=3N(C(=NC12)NC=1C(N=CC=NC1)=O)N=C(N3)C3=CC=C(C=C3)OC